4-(4-(4-fluorophenoxy)benzyl)-5-methyl-2-(4-(4-methylpiperidin-1-yl)phenyl)oxazole FC1=CC=C(OC2=CC=C(CC=3N=C(OC3C)C3=CC=C(C=C3)N3CCC(CC3)C)C=C2)C=C1